C(C)(C)(C)OC(=O)NC(=NC(=O)OC(C)(C)C)SC Methyl N,N'-bis(tert-butoxycarbonyl)carbamimidothioate